3-mercaptopropylbutoxydimethylsilane SCCC[Si](C)(C)OCCCC